4,6-dihydroxy-1,3-benzenediamine OC1=C(C=C(C(=C1)O)N)N